C(CCCCCCCCCCCCCCC)[N+](CCCS(=O)(=O)[O-])(C)C 3-(palmityldimethylammonio)propanesulfonate